NC1=CC(=C(C=C1)[C@@H]1CN(CC1)C(=O)OC(C)(C)C)CS(=O)(=O)C tert-butyl (R,S)-3-(4-amino-2-((methylsulfonyl)methyl)phenyl)pyrrolidine-1-carboxylate